FC(C(C(F)(F)F)OCOC(C(F)(F)F)C(F)(F)F)(F)F 1,1,1,3,3,3-hexafluoro-2-(1,1,1,3,3,3-hexafluoropropan-2-yl-oxymethoxy)propane